CC1=C(CS(=O)(=O)[O-])C(=CC(=C1)C)C 2,4,6-trimethyl-benzylsulfonate